3-methoxy-2-(4-methylpiperazin-1-yl)propionic acid methyl ester COC(C(COC)N1CCN(CC1)C)=O